tert-butyl 2-[4-[2-[1-(6,7-dihydro-5H-pyrrolo[1,2-c]imidazol-1-yl)-2-oxo-2-(thiazol-2-ylamino) ethyl]-4-fluoro-indazol-6-yl] phenyl]-2,7-diazaspiro[3.5]nonane-7-carboxylate C1(=C2N(C=N1)CCC2)C(C(NC=2SC=CN2)=O)N2N=C1C=C(C=C(C1=C2)F)C2=CC=C(C=C2)N2CC1(C2)CCN(CC1)C(=O)OC(C)(C)C